O=C1N(C=CC=C1)CCC=1NC=2C(=C3CCCN(C3=CC2)C(=O)[O-])N1 2-(2-(2-oxopyridin-1(2H)-yl)ethyl)-3,7,8,9-tetrahydro-6H-imidazo[4,5-f]quinoline-6-carboxylate